N-(2-(((2,6-dioxo-4-phenylcyclohexylidene)methyl)amino)ethyl)acetamide O=C1C(C(CC(C1)C1=CC=CC=C1)=O)=CNCCNC(C)=O